C(C)(C)(C)N1CCN(CC1)C1=CC(=CC=C1)C#C tert-butyl-4-(3-ethynylphenyl)piperazin